6-((1,4-Dioxan-2-yl)methoxy)-2-(2-(6-ethoxy-5-fluoropyridin-3-yl)ethyl)-3-ethylpyridin-4-ol O1C(COCC1)COC1=CC(=C(C(=N1)CCC=1C=NC(=C(C1)F)OCC)CC)O